(1S,2S,4R,5R,6S,7S)-7-(2-methylpyridin-4-yl)-N-(3-(trifluoromethyl)phenyl)-8-oxatricyclo[3.2.1.02,4]octane-6-carboxamide CC1=NC=CC(=C1)[C@@H]1[C@@H]([C@H]2[C@@H]3C[C@@H]3[C@@H]1O2)C(=O)NC2=CC(=CC=C2)C(F)(F)F